FC1=C(C(=C(C=C1O)OC)F)N1C(N(C2=C(C1)C=NC1=C2C=C(N1)CN1CCOCC1)CC)=O 3-(2,6-difluoro-3-hydroxy-5-methoxyphenyl)-1-ethyl-8-(morpholinomethyl)-1,3,4,7-tetrahydro-2H-pyrrolo[3',2':5,6]pyrido[4,3-d]pyrimidin-2-one